C(C)C1=CC=C(C(=O)N[C@H]2C[C@H](CCC2)NC2=CC(=NC3=CC=CC=C23)C(F)(F)F)C=C1 4-ethyl-N-[(1R,3S)-3-{[2-(trifluoromethyl)quinolin-4-yl]amino}cyclohexyl]benzamide